[Br-].C[P+](C1=CC=CC=C1)(C1=CC=CC=C1)C1=CC=CC=C1 methyl-(triphenyl-phosphonium) bromide